6-(2,4-dimethoxypyrimidin-5-yl)-8-(3-(4-fluorophenyl)azetidin-1-yl)imidazo[1,2-b]pyridazine COC1=NC=C(C(=N1)OC)C=1C=C(C=2N(N1)C=CN2)N2CC(C2)C2=CC=C(C=C2)F